C(CCC)(=O)C=1C(C(C(=C(C1O)CC=C(C)C)O)(CC=C(C)C)CC=C(C)C)=O 2-butyryl-3,5-dihydroxy-4,6,6-tris(3-methylbut-2-en-1-yl)cyclohexa-2,4-dien-1-one